C(C1=CC=CC=C1)N1C(N(C(C1CCC(=O)NC1=C(C(=O)NO)C=CC=C1)=O)C1=CC=C(C=C1)Cl)=O (3-(3-benzyl-1-(4-chlorophenyl)-2,5-dioxoimidazolin-4-yl)propanamido)-N-hydroxybenzamide